(Z)-2-(furan-2-ylmethylene)-4,6-dimethoxy-7-(1-methylpiperidin-4-yl)benzofuran-3(2H)-one O1C(=CC=C1)\C=C\1/OC2=C(C1=O)C(=CC(=C2C2CCN(CC2)C)OC)OC